C(C)(=O)C1=CC(=CC=C1)C(C)=O m-diacetyl-benzene